COC(C1=C(C=NC(=C1)C[2H])C=1C=NN(C1O)C)=O (5-hydroxy-1-methyl-1H-pyrazol-4-yl)-6-(methyl-d)isonicotinic acid methyl ester